tert-Butyl 3-(3-(4-(trifluoromethoxy)phenyl)-7-vinyl-1H-pyrazolo[4,3-b]pyridin-1-yl)azetidine-1-carboxylate FC(OC1=CC=C(C=C1)C1=NN(C=2C1=NC=CC2C=C)C2CN(C2)C(=O)OC(C)(C)C)(F)F